iron-trioxide [O-2].[O-2].[O-2].[Fe+6]